tert-butyl 7,7-difluoro-2-azaspiro[3.3]heptane-2-carboxylate FC1(CCC12CN(C2)C(=O)OC(C)(C)C)F